OC(C(=S)O)CCC 2-hydroxy-4-methylthiobutyric acid